hexamethylglutaric acid diammonium salt [NH4+].[NH4+].CC(C(C(C(=O)[O-])(C)C)(C)C)(C(=O)[O-])C